1-(benzylsulfanyl)-3-bromo-2-(difluoromethoxy)benzene C(C1=CC=CC=C1)SC1=C(C(=CC=C1)Br)OC(F)F